NC1=C2CCOC(C2=CC=C1Br)=O 5-amino-6-bromoisochroman-1-one